ClC=1C=C(C(=NC1)OC)C1=C(C=C2NC(C=3N(C2=C1C(F)F)C(=NN3)C)(C)C)F 8-(5-Chloro-2-methoxy-pyridin-3-yl)-9-(difluoro-methyl)-7-fluoro-1,4,4-trimethyl-5H-[1,2,4]triazolo[4,3-a]quinoxaline